1-{4-[(4-ethynylphenyl)sulfamoyl]phenyl}-3-(pyridin-3-ylmethyl)urea C(#C)C1=CC=C(C=C1)NS(=O)(=O)C1=CC=C(C=C1)NC(=O)NCC=1C=NC=CC1